C(CCCCCCCCCCC)NC(CCC(=O)NCCCN1CCCCC1)=O N-dodecyl-N'-[3-(1-piperidinyl)propyl]-succinic acid diamide